N-((3R)-4-(3-Fluoro-3-(3-(trifluoromethyl)phenyl)pyrrolidin-1-yl)-3-hydroxybutyl)-1-methyl-2-oxoindoline-5-carboxamide FC1(CN(CC1)C[C@@H](CCNC(=O)C=1C=C2CC(N(C2=CC1)C)=O)O)C1=CC(=CC=C1)C(F)(F)F